7-fluoro-2-(4-fluorophenyl)-9-nitro-1,2,3,4-tetrahydro-5H-benzo[e][1,4]diazepin-5-one FC1=CC2=C(NC(CNC2=O)C2=CC=C(C=C2)F)C(=C1)[N+](=O)[O-]